(R)-4-Methoxy-2-((1-(1-methyl-7-nitro-1H-indazol-3-yl)piperidin-3-yl)amino)pyrimidine-5-carbonitrile COC1=NC(=NC=C1C#N)N[C@H]1CN(CCC1)C1=NN(C2=C(C=CC=C12)[N+](=O)[O-])C